NCCP(=O)O Aminoethyl-hypophosphorous acid